ClC1=C(C=C(C=C1)CN(C(C)=O)C)C#N N-[(4-chloro-3-cyanophenyl)-methyl]-N-methylacetamid